C(C)OC(C(C=CC1=CC=C(C=C1)C)(F)F)=O ethyl-4-(4-methylphenyl)-2,2-difluorobutan-3-enoate